(S)-1-(4-((4-(3-((2-(1-hydroxyethyl)-1H-imidazol-1-yl)methyl)isoxazol-5-yl)phenyl)ethynyl)benzyl)piperidin-4-carboxylic acid O[C@@H](C)C=1N(C=CN1)CC1=NOC(=C1)C1=CC=C(C=C1)C#CC1=CC=C(CN2CCC(CC2)C(=O)O)C=C1